FC(C1=NN(C=C1)C1=NC=NC(=N1)NC1=CC(=NC=C1)C(F)(F)F)(F)F 4-(3-(trifluoromethyl)-1H-pyrazol-1-yl)-6-((2-(trifluoromethyl)pyridin-4-yl)amino)-1,3,5-triazin